ClC(C(=O)OC)CCCCCCCCCCCCCCCC methyl chlorostearate